P(=O)(O)(O)OC[C@@H]1[C@H]([C@H]([C@@H](O1)N1C=NC=2C(N)=NC=NC12)OC1[C@H](O)[C@H](O)[C@H](O1)CO)O 2'-O-ribosyladenosine (phosphate)